4-bromo-N-(3-phenylprop-2-yn-1-yl)aniline BrC1=CC=C(NCC#CC2=CC=CC=C2)C=C1